Ethyl 1-(4-fluoro-3-methyl-phenyl)-5-hydroxy-2-tetrahydrofuran-2-yl-indole-3-carboxylate FC1=C(C=C(C=C1)N1C(=C(C2=CC(=CC=C12)O)C(=O)OCC)C1OCCC1)C